N-((1S)-1-(4,4-difluorocyclohexyl)-2-((4-(2-methoxy-1-(4,4,4-trifluoro-butanamido)ethyl)pyridin-2-yl)amino)-2-oxoethyl)-1-isopropyl-1H-imidazole-2-carboxamide FC1(CCC(CC1)[C@@H](C(=O)NC1=NC=CC(=C1)C(COC)NC(CCC(F)(F)F)=O)NC(=O)C=1N(C=CN1)C(C)C)F